C(\C(\C)=C/C(=O)[O-])(=O)OCC1=CC=CC=C1 mono-benzyl citraconate